1-[3-fluoro-4-(4-{2-[2-fluoro-5-(trifluoromethoxy)phenyl]acetamido}-1H-1,2,3-triazol-1-yl)butyl]-N-methyl-1H-1,2,3-triazole-4-carboxamide FC(CCN1N=NC(=C1)C(=O)NC)CN1N=NC(=C1)NC(CC1=C(C=CC(=C1)OC(F)(F)F)F)=O